Methyl 2-[acetyl(3-fluorobenzyl)amino]-4,7-dihydro-5H-spiro[1-benzothiophene-6,2'-[1,3]dioxolane]-3-carboxylate C(C)(=O)N(C=1SC2=C(C1C(=O)OC)CCC1(OCCO1)C2)CC2=CC(=CC=C2)F